FC1=CC=C2C=CC(N(C2=C1OCC(C)=O)C)=O 7-fluoro-1-methyl-8-(2-oxopropoxy)quinolin-2(1H)-one